2,2'-(1,3-Phenylene)-bis(4-methyl-2-oxazoline) C1(=CC(=CC=C1)C=1OCC(N1)C)C=1OCC(N1)C